FC=1C=C(C2=C(OC3(CC3)CO2)C1)NC1=NC=2N(C(=C1)NC)N=CC2C(=O)N[C@H]2[C@@H](CC2)OC |r| Rac-5-((7-fluoro-3H-spiro[benzo[b][1,4]dioxine-2,1'-cyclopropane]-5-yl)amino)-N-((1R,2R)-2-methoxycyclobutyl)-7-(methylamino)pyrazolo[1,5-a]pyrimidine-3-carboxamide